resveratrol sodium [Na].C1(=CC(O)=CC(O)=C1)C=CC1=CC=C(O)C=C1